N1N=CC(=C1)C=1C=NN2C1N=CC(=C2)C2=CC=C(C=C2)N2CCOCC2 4-(4-(3-(1H-Pyrazol-4-yl)pyrazolo[1,5-a]pyrimidin-6-yl)phenyl)morpholine